2-(3,6-Dichloro-2-naphthyl)-4-(2-isopropyl-5-fluorophenyl)-5-decylimidazole ClC=1C(=CC2=CC=C(C=C2C1)Cl)C=1NC(=C(N1)C1=C(C=CC(=C1)F)C(C)C)CCCCCCCCCC